FC=1C=C(C=NC1)[C@@H]([C@@H]1N([C@@H](CC1)CCC)C(=O)OC(C)(C)C)O tert-butyl (2R,5R)-2-((S)-(5-fluoropyridin-3-yl)(hydroxy)-methyl)-5-propylpyrrolidine-1-carboxylate